4-methoxy-N-[(1s,4s)-4-{[2-(trifluoromethyl)pyrazolo[1,5-a]pyridin-4-yl]amino}cyclohexyl]benzamide COC1=CC=C(C(=O)NC2CCC(CC2)NC=2C=3N(C=CC2)N=C(C3)C(F)(F)F)C=C1